(1S,2S)-N-(5-(5-chloro-6-fluoro-7-((2-hydroxyethyl)thio)-1H-indazol-4-yl)pyrazolo[1,5-a]pyridin-2-yl)-2-fluorocyclopropane-1-carboxamide ClC=1C(=C2C=NNC2=C(C1F)SCCO)C1=CC=2N(C=C1)N=C(C2)NC(=O)[C@H]2[C@H](C2)F